FC=1C=C(C=NC1)C1CC2(CN(C2)C(=O)OC(C)(C)C)C1 Tert-Butyl 6-(5-fluoro-3-pyridyl)-2-azaspiro[3.3]heptane-2-carboxylate